N1(CCCC1)C(CCCSC(C1=CC=CC=C1)(C1=CC=CC=C1)C1=CC=CC=C1)=O 1-(pyrrolidin-1-yl)-4-(tritylthio)butan-1-one